FC1=C(C(=CC(=C1)OCCCC1CCN(CC1)C1=NC=C(C=N1)COC)F)CC(=O)N1CC(C1)CNC[C@@H]([C@H]([C@@H]([C@@H](CO)O)O)O)O 2-(2,6-difluoro-4-(3-(1-(5-(methoxymethyl)pyrimidin-2-yl)piperidin-4-yl)propoxy)phenyl)-1-(3-((((2S,3R,4R,5R)-2,3,4,5,6-pentahydroxyhexyl)amino)methyl)azetidin-1-yl)ethan-1-one